FC1=CC=C(C=C1)C=1C=C2C=CN(C2=C(C1)C(=O)NCC1=CC=C(C(=O)O)C=C1)CC1=CC=C(C=C1)C(F)(F)F 4-((5-(4-Fluorophenyl)-1-(4-(trifluoromethyl)benzyl)-1H-indol-7-amido)methyl)benzoic acid